FC(F)(F)SC1=C(N=C2N1C=CC=C2)C(N)=N [(trifluoromethyl)sulfanyl]imidazo[1,2-a]pyridine-2-carboximidamide